2-hydroxystyrene OC1=C(C=C)C=CC=C1